dioctadecylmethylammonium tetrakis(perfluoronaphthalen-2-yl)borate FC1=C(C(=C(C2=C(C(=C(C(=C12)F)F)F)F)F)F)[B-](C1=C(C2=C(C(=C(C(=C2C(=C1F)F)F)F)F)F)F)(C1=C(C2=C(C(=C(C(=C2C(=C1F)F)F)F)F)F)F)C1=C(C2=C(C(=C(C(=C2C(=C1F)F)F)F)F)F)F.C(CCCCCCCCCCCCCCCCC)[NH+](C)CCCCCCCCCCCCCCCCCC